ClC1=CC(=C(C=C1)N1C(N2[C@@H](CN([C@@H](C2)C)C=2C(=NC(=CC2)C=2C(=NC=CC2)OCC)C(=O)O)C1)=O)C(F)(F)F 3-[(6R,8aS)-2-[4-chloro-2-(trifluoromethyl)phenyl]-6-methyl-3-oxo-5,6,8,8a-tetrahydro-1H-imidazo[1,5-a]pyrazin-7-yl]-6-(2-ethoxy-3-pyridinyl)pyridine-2-carboxylic acid